ClC1=C(C=CC=C1)C1=NC=2N(C(N(C(C2N1C1=CC=C(C=C1)Cl)=O)CC(=O)O)=O)CC1CCOCC1 [8-(2-chlorophenyl)-7-(4-chlorophenyl)-3-(oxacyclohexan-4-ylmethyl)-2,6-dioxopurin-1-yl]Acetic acid